CC1=CC[C@@](CC1)(C(C)C)O (+)-terpinen-4-ol